N-(2-(3-(1,1-difluoroethyl)pyrazin-2-yl)-2H-pyrazolo[4,3-C]pyridin-6-yl)acetamide FC(C)(F)C=1C(=NC=CN1)N1N=C2C(C=NC(=C2)NC(C)=O)=C1